C(#N)C1=C(C=C(C=N1)NC([C@@](CN1N=CC(=C1)NC(OC(C)(C)C)=O)(C)O)=O)C(F)(F)F (S)-tert-Butyl (1-(3-((6-cyano-5-(trifluoromethyl)pyridin-3-yl)amino)-2-hydroxy-2-methyl-3-oxopropyl)-1H-pyrazol-4-yl)carbamate